benzyl (3S)-3-{[4-(tert-butoxycarbonyl)piperazin-1-yl]methyl}-3,4-dihydroisoquinoline-2(1H)-carboxylate C(C)(C)(C)OC(=O)N1CCN(CC1)C[C@H]1N(CC2=CC=CC=C2C1)C(=O)OCC1=CC=CC=C1